C(#N)NS(=O)(=NC(NC1=C2CCCC2=C(C=2CCCC12)F)=O)C=1C=NN2C1OC[C@@H](C2)N(C)C (6R)-N-cyano-6-(dimethylamino)-N'-((8-fluoro-1,2,3,5,6,7-hexahydro-s-indacen-4-yl)carbamoyl)-6,7-dihydro-5H-pyrazolo[5,1-b][1,3]oxazine-3-sulfonimidamide